C=1(C(=CC=CC1)[O-])C=1C(=CC=CC1)[O-] 2,2'-biphenyldiolate